C(#CC)OC1=CC=C2C(=CC(OC2=C1)=O)C 7-propynyloxy-4-methylcoumarin